benzyl (2S,5R)-5-((5-chloro-2-((1-ethyl-1H-pyrazol-4-yl)amino)-7H-pyrrolo[2,3-d]pyrimidine-4-yl)amino)-2-methylpiperidine-1-carboxylate ClC1=CNC=2N=C(N=C(C21)N[C@@H]2CC[C@@H](N(C2)C(=O)OCC2=CC=CC=C2)C)NC=2C=NN(C2)CC